2-[4-(4,6-bis-{2-hydroxy-4-[1-(6-methyl-Heptyloxycarbonyl)-ethoxy]-phenyl}-[1,3,5]Triazine-2-yl)-3-hydroxy-phenoxy]-propionic acid 6-methyl-heptyl ester CC(CCCCCOC(C(C)OC1=CC(=C(C=C1)C1=NC(=NC(=N1)C1=C(C=C(C=C1)OC(C)C(=O)OCCCCCC(C)C)O)C1=C(C=C(C=C1)OC(C)C(=O)OCCCCCC(C)C)O)O)=O)C